N(=NC(C(=O)[O-])CC)C(C(=O)[O-])CC 2,2'-azobisbutyrate